6-iodo-4-methyl-2-phenyl-7,8-dihydro-4H-pyrazolo[1,5-a][1,3]diazepin-5(6H)-one IC1C(N(C=2N(CC1)N=C(C2)C2=CC=CC=C2)C)=O